C(C)(C)(C)OC(=O)N1CCC(=CC1)C1=CC(=CC=C1)Br 4-(3-bromo-phenyl)-3,6-dihydro-2H-pyridine-1-carboxylic acid tert-butyl ester